B(O)OBO.OCC(C)(CO)C.OCC(C)(CO)C bis-neopentyl glycol diboronate